CC1=CC(=C(C=C1)C1=C(C=CC=C1)Br)Br 4-methyl-2,2'-dibromo-1,1'-biphenyl